8-(4-Fluoro-2-(trifluoromethyl)phenyl)-9-(4-((1-(3-fluoropropyl)azetidin-3-yl)methyl)phenyl)-6,7-dihydro-5H-benzo[7]annulen FC1=CC(=C(C=C1)C=1CCCC2=C(C1C1=CC=C(C=C1)CC1CN(C1)CCCF)C=CC=C2)C(F)(F)F